CC1=NOC(=C1COC1=C(C=C(C(=O)NC=2SC=C(N2)C=2SC=CC2)C=C1)OC)C 4-((3,5-dimethylisoxazol-4-yl)methoxy)-3-methoxy-N-(4-(thiophen-2-yl)thiazol-2-yl)benzamide